methyl (2S)-2-[[4-[(2-amino-4-oxo-3H-quinazolin-6-yl)methyl-methyl-amino]benzoyl]amino]hex-5-ynoate NC1=NC2=CC=C(C=C2C(N1)=O)CN(C1=CC=C(C(=O)N[C@H](C(=O)OC)CCC#C)C=C1)C